(2-{(1r,4r)-4-[5-(hydrazinocarbonyl)-2-(trifluoromethyl)anilino]cyclohexyl}ethyl)carbamic acid benzyl ester C(C1=CC=CC=C1)OC(NCCC1CCC(CC1)NC1=C(C=CC(=C1)C(=O)NN)C(F)(F)F)=O